4-[2-[[(3R,5S)-1-ethyl-5-hydroxy-3-piperidyl]amino]oxazolo[4,5-b]pyrazin-5-yl]-3-(methoxymethyl)-5-(2-trimethylsilylethoxymethoxy)benzonitrile C(C)N1C[C@@H](C[C@@H](C1)O)NC=1OC=2C(=NC(=CN2)C2=C(C=C(C#N)C=C2OCOCC[Si](C)(C)C)COC)N1